trans-furaldehyde oxime O1C(=CC=C1)C=NO